CC1=NN=C(S1)C1=CC2=C(O[C@H](CN2S(=O)(=O)C2=CC(=CC=C2)C(F)(F)F)CCC(=O)O)C=C1 (S)-3-(6-(5-methyl-1,3,4-thiadiazol-2-yl)-4-((3-(trifluoromethyl)phenyl)-sulfonyl)-3,4-dihydro-2H-benzo[b][1,4]oxazin-2-yl)propanoic acid